Cis-N-(3-Bromo-4-fluorophenyl)-5-(4-fluorophenyl)-2-methyl-1,2,6-thiadiazinane-3-carboxamide 1,1-dioxide BrC=1C=C(C=CC1F)NC(=O)[C@@H]1N(S(N[C@@H](C1)C1=CC=C(C=C1)F)(=O)=O)C